3-ethyl-6-phenyl-1,2,4,5-tetrazine C(C)C=1N=NC(=NN1)C1=CC=CC=C1